divinyltetramethyldisiloxane platinum (0) [Pt].C(=C)[Si](O[Si](C)(C)C)(C)C=C